COC(=CC)OC dimethoxypropylene